5-(benzyloxy)-2-methyl-N-[2-(2-oxo-1,3-oxazolidin-3-yl)ethyl]-1-benzothiophene-3-carboxamide C(C1=CC=CC=C1)OC=1C=CC2=C(C(=C(S2)C)C(=O)NCCN2C(OCC2)=O)C1